(1R,2R,5S)-ethyl 3,8-diazabicyclo[3.2.1]octane-2-carboxylate [C@H]12[C@@H](NC[C@H](CC1)N2)C(=O)OCC